(S)-2-(6-(1,4-dimethyl-1H-1,2,3-triazol-5-yl)-3-fluoro-8-(phenyl-(tetrahydro-2H-pyran-4-yl)methyl)-8H-thieno[3',2':4,5]pyrrolo[3,2-b]pyridin-2-yl)propan-2-ol CN1N=NC(=C1C=1C=C2C(=NC1)C1=C(N2[C@@H](C2CCOCC2)C2=CC=CC=C2)SC(=C1F)C(C)(C)O)C